6-bromo-2-[(4-methoxyphenyl)methyl]-[1,2,4]triazolo-[4,3-a]pyridin-3-one BrC=1C=CC=2N(C1)C(N(N2)CC2=CC=C(C=C2)OC)=O